2-(3-fluorophenyl)-5-phenylfuran FC=1C=C(C=CC1)C=1OC(=CC1)C1=CC=CC=C1